O=C1NC(CCC1NC=1C=CC(=NC1)N1CCC(CC1)CN1CCC(CC1)C1=CC=C(C=C1)NC1=NC=CC(=N1)C1=CC(=C(CNC(=O)N2CC(C2)OC(C)C)C=C1)C)=O N-(4-(2-((4-(1-((1-(5-((2,6-dioxopiperidin-3-yl)amino)pyridin-2-yl)piperidin-4-yl)methyl)piperidin-4-yl)phenyl)amino)pyrimidin-4-yl)-2-methylbenzyl)-3-isopropoxyazetidine-1-carboxamide